C1(CC1)C1=C(C(=NO1)C1=C(C=CC=C1)OC(F)(F)F)COC1C[C@H]2CC[C@@H](C1)N2C2=NN=C(O2)C=2C=CC(=C(C(=O)O)C2)C 5-((1R,3r,5S)-(3-((5-cyclopropyl-3-(2-(trifluoromethoxy)phenyl)isoxazol-4-yl)methoxy)-8-azabicyclo[3.2.1]octan-8-yl)-1,3,4-oxadiazol-2-yl)-2-methylbenzoic acid